(R)-2-(3-hydroxypyrrolidin-1-yl)-5-phenylnicotinic acid methyl ester COC(C1=C(N=CC(=C1)C1=CC=CC=C1)N1C[C@@H](CC1)O)=O